2-(2,6-dioxopiperidin-3-yl)-6-trityl-6,7-dihydropyrrolo[3,4-f]isoindole-1,3(2H,5H)-dione O=C1NC(CCC1N1C(C2=CC=3CN(CC3C=C2C1=O)C(C1=CC=CC=C1)(C1=CC=CC=C1)C1=CC=CC=C1)=O)=O